N-(3-(2-aminoquinazolin-6-yl)-2,4-difluorophenyl)isoquinoline-5-sulfonamide NC1=NC2=CC=C(C=C2C=N1)C=1C(=C(C=CC1F)NS(=O)(=O)C=1C=2C=CN=CC2C=CC1)F